Cl.COC=1C2=C(SC1CNCC[C@]1(CCOC3(CCCC3)C1)C1=NC=CC=C1)C=CC=C2 (R)-N-((3-methoxybenzo[b]thiophen-2-yl)methyl)-2-(9-(pyridin-2-yl)-6-oxaspiro[4.5]decan-9-yl)ethylamine hydrochloride